ethyl 3-bromo-2-(4-chloro-2-fluoro-phenyl)-6-[2-(1-cyclopropylpyrazol-4-yl) morpholin-4-yl]pyridine-4-carboxylate BrC=1C(=NC(=CC1C(=O)OCC)N1CC(OCC1)C=1C=NN(C1)C1CC1)C1=C(C=C(C=C1)Cl)F